BrC=1C=CC(=NC1)OC(C(C)(F)F)CC 5-bromo-2-(1-ethyl-2,2-difluoro-propoxy)pyridine